CC1=C(C2=CC(=CC=C2C=C1)C1=NC=CC=C1)NCC(C#N)=C 2-({[2-methyl-7-(pyridin-2-yl)naphthalen-1-yl]amino}methyl)prop-2-enenitrile